FC1(CC(C1)CN1N=CC(=C1)C=1C=NC2=CC=C(C(=C2N1)C=1CN(CC1)C(C)=O)OC=1C=CC2=C(NC(=N2)C)C1)F 1-[3-(3-{1-[(3,3-difluorocyclobutyl)methyl]-1H-pyrazol-4-yl}-6-[(2-methyl-1H-1,3-benzodiazol-6-yl)oxy]quinoxalin-5-yl)-2,5-dihydro-1H-pyrrol-1-yl]ethan-1-one